1-Phenyl-5-mercaptotetrazole tert-butyl-(3S)-6-[2-[3-(dimethylamino)propyl]-1,3-benzothiazol-5-yl]-3-methyl-3,4-dihydro-2H-pyridine-1-carboxylate C(C)(C)(C)OC(=O)N1C[C@H](CC=C1C=1C=CC2=C(N=C(S2)CCCN(C)C)C1)C.C1(=CC=CC=C1)N1N=NN=C1S